ClC1=C(C=CC=C1Cl)C=1C(N(C(N(C1)CC(=O)O)=O)CC(C)C)=O [5-(2,3-dichloro-phenyl)-3-isobutyl-2,4-dioxo-3,4-dihydro-2H-pyrimidin-1-yl]-acetic acid